(5s,7s)-5-(2,3-difluorophenyl)-7-fluoro-2-[(1s,2s)-2-fluorocyclopropyl]sulfonyl-6,7-dihydro-5H-pyrrolo[1,2-b][1,2,4]triazole FC1=C(C=CC=C1F)[C@@H]1C[C@@H](C=2N1N=C(N2)S(=O)(=O)[C@@H]2[C@H](C2)F)F